COC(=O)C1=C(NC(=C1)C1=C2C(=NC=C1)N(C=C2)S(=O)(=O)C2=CC=CC=C2)C2=C(C=C(C=C2)OC)C(F)(F)F 2-[4-methoxy-2-(trifluoromethyl)phenyl]-5-[1-(benzenesulfonyl)-1H-pyrrolo[2,3-b]pyridin-4-yl]-1H-pyrrole-3-carboxylic acid methyl ester